4-(2-morpholinoethoxy)isoindolin O1CCN(CC1)CCOC1=C2CNCC2=CC=C1